OC(CNC1=C(C=CC=C1)OC)C1=CNC(O1)=O 5-[1-hydroxy-2-(2-methoxyphenylamino)ethyl]-1,3-oxazol-2(3H)-one